3'-((tert-butoxycarbonyl)((3,4-dimethoxypyridin-2-yl)methyl)amino)-5'-methyl-[1,1'-biphenyl]-2-carboxylic acid methyl ester COC(=O)C=1C(=CC=CC1)C1=CC(=CC(=C1)C)N(CC1=NC=CC(=C1OC)OC)C(=O)OC(C)(C)C